C12(CC3CC(CC(C1)C3)C2)N tricyclo[3.3.1.13,7]decan-1-amine